IC1=C(C=C2C(CCO2)=C1O)C 5-iodo-6-methyl-2,3-dihydrobenzofuran-4-ol